C(CCCCCCCC=CC=CCC)O 9,11-tetradecadienol